C(C)O/C=C/C=1C(=CC(N(C1)C(C(=O)OCC)CC(C)C)=O)C(F)(F)F ethyl (E)-2-(5-(2-ethoxyvinyl)-2-oxo-4-(trifluoromethyl)pyridin-1(2H)-yl)-4-methylpentanoate